4-[(sulfanyl)methyl]benzoic acid SCC1=CC=C(C(=O)O)C=C1